4-(((4-methoxybenzyl) amino) methyl)-1-methyl-1H-imidazole-5-carboxylate sodium salt [Na+].COC1=CC=C(CNCC=2N=CN(C2C(=O)[O-])C)C=C1